(5-bromo-4-chloro-2-nitro-phenyl)-2-methyl-imidazole BrC=1C(=CC(=C(C1)C=1N=C(NC1)C)[N+](=O)[O-])Cl